2-(but-3-en-1-yl)-2,3-dihydro-1H-isoindole-1,3-dione C(CC=C)N1C(C2=CC=CC=C2C1=O)=O